1-isopropyl-1H-pyrazole-3-sulfonamide C(C)(C)N1N=C(C=C1)S(=O)(=O)N